1-(6-chloropyrazin-2-yl)cyclohexanecarboxylic acid ClC1=CN=CC(=N1)C1(CCCCC1)C(=O)O